O=C1N(/C(/SC1)=N/C(OCCC1=CC=C(C=C1)C1=NN(C=N1)C1=CC=C(C=C1)OC(F)(F)F)=O)C1=C(C=CC=C1)\C=C\C(F)(F)F 4-(1-(4-(Trifluoromethoxy)phenyl)-1H-1,2,4-triazol-3-yl)phenethyl ((Z)-4-oxo-3-(2-((E)-3,3,3-trifluoroprop-1-en-1-yl)phenyl)thiazolidin-2-ylidene)carbamate